5-((2'-(5-Bromoisoindolin-2-yl)-[2,4'-bipyrimidin]-4-yl)ethynyl)-1H-indazole BrC=1C=C2CN(CC2=CC1)C1=NC=CC(=N1)C1=NC=CC(=N1)C#CC=1C=C2C=NNC2=CC1